P(OC1=C(C=C(C(=C1)C)SC1=CC(=C(C=C1C)O)C(C)(C)C)C(C)(C)C)(OC1=C(C=C(C(=C1)C)SC1=CC(=C(C=C1C)O)C(C)(C)C)C(C)(C)C)OC1=C(C=C(C(=C1)C)SC1=CC(=C(C=C1C)O)C(C)(C)C)C(C)(C)C tris[2-tert-butyl-4-(3-tert-butyl-4-hydroxy-6-methylphenyl thio)-5-methylphenyl] phosphite